C(C1=CC=CC=C1)C12CCC(CC1)(N2C(=O)OC(C)(C)C)[C@H](O)C2=CC(=CC=C2)F tert-butyl 1-benzyl-4-((R)-(3-fluorophenyl)(hydroxy)methyl)-7-azabicyclo-[2.2.1]heptane-7-carboxylate